chromium(II) maleate C(\C=C/C(=O)[O-])(=O)[O-].[Cr+2]